BrCCCCCCCCCCCCCCCCCC(=O)OCC ethyl 18-bromooctadecanoate